3-(4-Methylimidazol-1-yl)-N-[4-methyl-3-[[3-(9H-purin-6-yl)-2-pyridyl]amino]phenyl]-5-(trifluoro-methyl)benzamide CC=1N=CN(C1)C=1C=C(C(=O)NC2=CC(=C(C=C2)C)NC2=NC=CC=C2C2=C3N=CNC3=NC=N2)C=C(C1)C(F)(F)F